8-(4-amino-3-(methylthio)phenoxy)pyrido[2,3-b]Pyrazine-3(4H)-one hydrochloride Cl.NC1=C(C=C(OC2=CC=NC=3NC(C=NC32)=O)C=C1)SC